Sulfanediyldi-2,1-ethanediylbis[3-(4-hydroxy-3,5-bis(2-methyl-2-propanyl)phenyl)propanoate] S(CCC(C(=O)[O-])CC1=CC(=C(C(=C1)C(C)(C)C)O)C(C)(C)C)CCC(C(=O)[O-])CC1=CC(=C(C(=C1)C(C)(C)C)O)C(C)(C)C